4-(7-bromo-6-chloro-8-fluoro-2-(((2R,7aS)-2-Fluorotetrahydro-1H-pyrrolizin-7a(5H)-yl)methoxy)quinazolin-4-yl)-6-fluoro-6-methyl-1,4-oxazepane BrC1=C(C=C2C(=NC(=NC2=C1F)OC[C@]12CCCN2C[C@@H](C1)F)N1CCOCC(C1)(C)F)Cl